3-methyl-2,5-diaminopyridine CC=1C(=NC=C(C1)N)N